C(#N)C1=CC=C(C=2N1N=CC2)N2CC1(CC1(C2)C(F)(F)F)C(=O)O 3-(7-Cyanopyrazolo[1,5-a]pyridin-4-yl)-5-(trifluoromethyl)-3-azabicyclo[3.1.0]hexane-1-carboxylic acid